2-(3-(4-(1H-pyrrolo[2,3-b]pyridin-4-yl)-1H-pyrazol-1-yl)-1-(ethylsulfonyl)azetidin-3-yl)acetamide N1C=CC=2C1=NC=CC2C=2C=NN(C2)C2(CN(C2)S(=O)(=O)CC)CC(=O)N